N-(2-methacryloxyethyl)imidazolin-2-on C(C(=C)C)(=O)OCCN1C(NCC1)=O